4-((2-hydroxybenzyl)amino)benzenesulfonic acid OC1=C(CNC2=CC=C(C=C2)S(=O)(=O)O)C=CC=C1